C(C)(=O)C1=C(C=C(C=C1)Cl)C=1C(=NN(C(C1)=O)[C@H](C(=O)NC1=CC=C(C(=O)OC(C)(C)C)C=C1)CC1=CC=CC=C1)OCC1CC1 tert-butyl (S)-4-(2-(4-(2-acetyl-5-chlorophenyl)-3-(cyclopropylmethoxy)-6-oxopyridazin-1(6H)-yl)-3-phenylpropanamido)benzoate